3-Acetyl-L-Phenylalanine C(C)(=O)C=1C=C(C[C@H](N)C(=O)O)C=CC1